2-(6-methoxypyrazolo[3,4-b]pyridin-2-yl)-5-(trifluoromethyl)-cyclohexa-2,4-dien-1-ol COC=1C=CC=2C(N1)=NN(C2)C=2C(CC(=CC2)C(F)(F)F)O